((R)-5-oxopyrrolidin-2-yl)methyl (1-((3-chloro-4-fluorophenyl)carbamoyl)-2-methyl-2,4,5,6-tetrahydrocyclopenta[c]pyrrol-4-yl)carbamate ClC=1C=C(C=CC1F)NC(=O)C=1N(C=C2C1CCC2NC(OC[C@@H]2NC(CC2)=O)=O)C